C1(CC1)CN1C=C(C2=NN(C(C(=C21)C=2C=NC(=CC2)C2CC2)=O)C2=CC1=CN(N=C1C=C2)C)C=C 5-(cyclopropylmethyl)-4-(6-cyclopropylpyridin-3-yl)-2-(2-methyl-2H-indazol-5-yl)-7-vinyl-2,5-dihydro-3H-pyrrolo[3,2-c]pyridazin-3-one